C(CCCCCCCCC)P(O)(O)=O decylphosphonic acid